C1CCNC(C1)C2=CN=CC=C2 The molecule is a pyridine alkaloid that is pyridine substituted by a piperidin-2-yl group at position 3. It has a role as a plant metabolite, a teratogenic agent and a nicotinic acetylcholine receptor agonist. It is a piperidine alkaloid and a pyridine alkaloid.